N-(7-methyl-1H-pyrrolo[3,2-b]pyridin-3-yl)-5-phenoxy-1H-benzo[d]imidazol-2-amine CC1=C2C(=NC=C1)C(=CN2)NC2=NC1=C(N2)C=CC(=C1)OC1=CC=CC=C1